FC=1C=NC=CC1C1=NN2C(=NC=3C=CC=CC3C2=N1)N[C@H](C)C(=O)NCCC N2-[2-(3-fluoropyridin-4-yl)[1,2,4]triazolo[1,5-c]quinazolin-5-yl]-N-propyl-D-alaninamide